(6-aminopyridin-2-yl)(1-(oxetan-3-yl)piperidin-4-yl)methanone 7-oxo-6-(5-sulfamoylfuran-3-carboxamido)hept-2-enoat O=CC(CCC=CC(=O)O)NC(=O)C1=COC(=C1)S(N)(=O)=O.NC1=CC=CC(=N1)C(=O)C1CCN(CC1)C1COC1